BrC1=CC=C(N=N1)N[C@@H]1CC[C@H]2CN(C[C@H]21)C(=O)C=2SC1=C(N2)COCC1 [(3aS,4R,6aR)-4-[(6-bromo-3-pyridazinyl)amino]hexahydrocyclopenta[c]pyrrol-2(1H)-yl](6,7-Dihydro-4H-pyrano[3,4-d][1,3]thiazol-2-yl)methanone